cerium oxygen 9,9'-diphenyl-9H,9'H-3,3'-bicarbazole C1(=CC=CC=C1)N1C2=CC=CC=C2C=2C=C(C=CC12)C=1C=CC=2N(C3=CC=CC=C3C2C1)C1=CC=CC=C1.[O].[Ce]